1-(4-(6-(benzyloxy)-2-(1-cyclopropylvinyl)-4,4-difluoro-3,4-dihydronaphthalen-1-yl)phenyl)-4-(dimethoxymethyl)piperidine C(C1=CC=CC=C1)OC=1C=C2C(CC(=C(C2=CC1)C1=CC=C(C=C1)N1CCC(CC1)C(OC)OC)C(=C)C1CC1)(F)F